2-(4-bromo-3-(cyclopropylmethyl)benzo[b]thiophen-2-yl)-4-methoxy-3-methylpyrazolo[1,5-a]pyridine-6-carboxylic acid methyl ester COC(=O)C=1C=C(C=2N(C1)N=C(C2C)C2=C(C1=C(S2)C=CC=C1Br)CC1CC1)OC